C[C@]12[C@H](CC=3C(=NNC3C1)C=1NC3=CC(=CC=C3C1)C(=O)N1CCN(CC1)CC1CCN(CC1)C1=CC=C(C=C1)[C@@H]1C(NC(CC1)=O)=O)C2 |&1:40| (3RS)-3-(4-{4-[(4-{2-[(4aS,5aR)-5a-methyl-1H,4H,4aH,5H,6H-cyclopropa[f]indazol-3-yl]-1H-indole-6-carbonyl}piperazin-1-yl)methyl]piperidin-1-yl}phenyl)piperidine-2,6-dione